FC(C(=O)C1=CC=C(C=C1)N1N=NC=C1)(F)F 1-(4-(2,2,2-TRIFLUOROACETYL)PHENYL)-1H-1,2,3-TRIAZOL